BrC=1C=CC=2N(C1F)C=NC2C=2N(C=CN2)COCC[Si](C)(C)C 2-[6-bromo-5-fluoroimidazo[1,5-a]pyridin-1-yl]-1-[[2-(trimethylsilyl)ethoxy]methyl]imidazole